O=C1NC(CCC1N1C(N(C2=C1C=CC=C2C#CCOCCOCCNC(OC(C)(C)C)=O)C)=O)=O Tert-butyl N-[2-[2-[3-[1-(2,6-dioxo-3-piperidyl)-3-methyl-2-oxo-benzimidazol-4-yl]prop-2-ynoxy]ethoxy]ethyl]carbamate